3-((E)-2-(5-((E)-3-((2-aminophenyl)amino)-3-oxoprop-1-en-1-yl)pyridin-2-yl)-1-phenylvinyl)benzamide NC1=C(C=CC=C1)NC(/C=C/C=1C=CC(=NC1)/C=C(\C1=CC=CC=C1)/C=1C=C(C(=O)N)C=CC1)=O